2-[2-[4-fluoro-2-[2-methyl-5-(oxan-4-yl)pyrazol-3-yl]oxyphenyl]pyrimidin-5-yl]ethanamine FC1=CC(=C(C=C1)C1=NC=C(C=N1)CCN)OC=1N(N=C(C1)C1CCOCC1)C